[C@H]12N(CC[C@@H]2NC1)C1=NC=2C(=C(C3=C(C2C=N1)COC3)C3=NC=C(C1=C3C(=C(S1)N)C#N)F)F 4-(3-((1S,5S)-2,6-Diazabicyclo[3.2.0]heptan-2-yl)-5-fluoro-7,9-dihydrofuro[3,4-f]quinazolin-6-yl)-2-amino-7-fluorothieno[3,2-c]pyridine-3-carbonitrile